1-(dimethylamino)but-3-en-2-one CN(CC(C=C)=O)C